(2R,4R)-4-((4-bromo-5-chlorothien-2-yl)methyl)-N-((S)-1-(((3-chloro-1-methyl-1H-pyrrolo[2,3-b]pyridin-5-yl)methyl)amino)-1-oxopropan-2-yl)pyrrolidine-2-carboxamide trifluoroacetate FC(C(=O)O)(F)F.BrC=1C=C(SC1Cl)C[C@H]1C[C@@H](NC1)C(=O)N[C@H](C(=O)NCC=1C=C2C(=NC1)N(C=C2Cl)C)C